C(C)(=O)NC1=C(C(=O)OC)C=CC(=N1)C1N(CCC(C1)(F)F)C(=O)OC(C)(C)C Methyl 2-acetamido-6-(1-(tert-butoxycarbonyl)-4,4-difluoropiperidin-2-yl)nicotinate